C1(CC1)N1C=C(C(C2=CC(=C(C=C12)O)F)=O)CN(CC1=CC(=NC=C1)C)[C@@H]1CN(CCC1)C=1C=NC(=CC1)C 1-cyclopropyl-6-fluoro-7-hydroxy-3-({[(3S)-1-(6-methylpyridin-3-yl)piperidin-3-yl][(2-methylpyridin-4-yl)methyl]amino}methyl)-1,4-dihydroquinolin-4-one